CN1N=C(C2=C1C(N(N=C2)CC(=O)N[C@@H](C)C2=CC=C(C=C2)C)=O)C (S)-2-(1,3-Dimethyl-7-oxo-1,7-dihydro-6H-pyrazolo[3,4-d]pyridazin-6-yl)-N-(1-(p-tolyl)ethyl)-acetamid